N(C(=N)N)C1=C(C[C@@H](N)C(=O)O)C=CC=C1 2-guanidino-D-phenylalanine